(1-(3-(N-((5-(2-(2,3-dihydroxypropoxy)pyridin-4-yl)-2,3-dihydro-1H-inden-4-yl)carbamoyl)sulfamoyl)-1H-pyrazol-1-yl)-2-methylpropan-2-yl)boronic acid OC(COC1=NC=CC(=C1)C=1C(=C2CCCC2=CC1)NC(=O)NS(=O)(=O)C1=NN(C=C1)CC(C)(C)B(O)O)CO